4-(5-(cyclopropylsulfonyl)-2-(piperidin-4-ylamino)phenyl)-2,6-lutidine 1-oxide C1(CC1)S(=O)(=O)C=1C=CC(=C(C1)C=1C=C([N+](=C(C1)C)[O-])C)NC1CCNCC1